(5-fluoro-2-methoxy-3-(pyrazin-2-yl)phenyl)carbamic acid tert-butyl Ester C(C)(C)(C)OC(NC1=C(C(=CC(=C1)F)C1=NC=CN=C1)OC)=O